(2-hydroxyethyl)(2-(2,2,2-trifluoroacetylamino)ethyl)carbamic acid tert-butyl ester C(C)(C)(C)OC(N(CCNC(C(F)(F)F)=O)CCO)=O